2-(3-acetyl-2,5-dimethyl-1H-pyrrol-1-yl)-5-methylthiophene-3-carbonitrile C(C)(=O)C1=C(N(C(=C1)C)C=1SC(=CC1C#N)C)C